C12N(CC(CC1)C2)CCN 2-(2-azabicyclo[2.2.1]heptan-2-yl)ethanamine